(E)-1-(2,6,6-trimethylcyclohex-2-en-1-yl)pent-1-en CC=1C(C(CCC1)(C)C)\C=C\CCC